3-(4-methoxyphenyl)-1-(2,4,6-trimethoxyphenyl)propan-1-one COC1=CC=C(C=C1)CCC(=O)C1=C(C=C(C=C1OC)OC)OC